4-(5-(Methanoyl)pyridin-2-yl)piperazine-1-carboxylic acid tert-butyl ester C(C)(C)(C)OC(=O)N1CCN(CC1)C1=NC=C(C=C1)C=O